N-(3-{2-cyano-1-[4-(7H-pyrrolo[2,3-d]pyrimidin-4-yl)-1H-pyrazol-1-yl]ethyl}phenyl)-N'-phenylurea trifluoroacetate FC(C(=O)O)(F)F.C(#N)CC(N1N=CC(=C1)C=1C2=C(N=CN1)NC=C2)C=2C=C(C=CC2)NC(=O)NC2=CC=CC=C2